ClC=1N=C2C(=C(C(N(C2=CC1)C)=O)C#N)N1CCC(CC1)OC1=C(C=C(C=C1)OC(F)(F)F)Cl 6-Chloro-4-(4-(2-chloro-4-(trifluoromethoxy)phenoxy)piperidin-1-yl)-1-methyl-2-oxo-1,2-dihydro-1,5-naphthyridin-3-carbonitril